1-(4-chloro-2-fluorobenzyl)cyclobutane-1-carbonitrile ClC1=CC(=C(CC2(CCC2)C#N)C=C1)F